4,4'-(cyclohexane-1,4-diylbis(sulfanediyl))dianiline C1(CCC(CC1)SC1=CC=C(N)C=C1)SC1=CC=C(N)C=C1